tertbutyl 4-[8-(6-hydroxyhexyl)-2-methylsulfonyl-7-oxo-pyrido[2,3-d]pyrimidin-6-yl]-8-methyl-2,3-dihydroquinoxaline-1-carboxylate OCCCCCCN1C(C(=CC2=C1N=C(N=C2)S(=O)(=O)C)N2CCN(C1=C(C=CC=C21)C)C(=O)OC(C)(C)C)=O